aminomorpholino phosphorodiamidate P(ON1CC(OCC1)N)(=O)(N)N